N-[(5-Amino-4H-1,2,4-triazol-3-yl)methyl]-N-[(4-cyanophenyl)methyl]-2-(2-ethylphenyl)sulfanyl-acetamide NC=1NC(=NN1)CN(C(CSC1=C(C=CC=C1)CC)=O)CC1=CC=C(C=C1)C#N